FC1=CC=C(CN2C=C3C(=CC2=O)C(C(N3C(=O)OC(C)(C)C)=O)(C)C)C=C1 tert-butyl 6-(4-fluoro-benzyl)-3,3-dimethyl-2,5-dioxo-2,3,5,6-tetrahydro-pyrrolo[2,3-c]pyridine-1-carboxylate